COC=1C=C(C=CC1S(=O)(=O)N1CCN(CC1)C)C1=CC(=C(C=C1)C)N(C=1SC=C(N1)C1=NC(=CC(=N1)N)N)CCC 2-(2-((3'-Methoxy-4-methyl-4'-((4-methylpiperazin-1-yl)sulfonyl)-[1,1'-biphenyl]-3-yl)(propyl)amino)thiazol-4-yl)pyrimidine-4,6-diamine